4-(trifluoromethyl)-5-((1-((3-(4-(5-(trifluoromethyl)pyrimidin-2-yl)piperazine-1-carbonyl)azetidine-1-yl)methyl)cyclopropyl)amino)pyridazin-3(2H)-one FC(C=1C(NN=CC1NC1(CC1)CN1CC(C1)C(=O)N1CCN(CC1)C1=NC=C(C=N1)C(F)(F)F)=O)(F)F